(2S,4R)-1-((S)-2-amino-3,3-dimethylbutanoyl)-N-(4-ethynylbenzyl)-4-hydroxypyrrolidine-2-carboxamide N[C@H](C(=O)N1[C@@H](C[C@H](C1)O)C(=O)NCC1=CC=C(C=C1)C#C)C(C)(C)C